tert-butyl ((R,E)-1-((R)-6-(((1R,2R)-6-bromo-2-hydroxy-2,3-dihydro-1H-inden-1-yl)carbamoyl)chroman-4-yl)-4-ethyl-6-oxo-4-(pent-4-en-1-yl)tetrahydropyrimidin-2(1H)-ylidene)carbamate BrC1=CC=C2C[C@H]([C@@H](C2=C1)NC(=O)C=1C=C2[C@@H](CCOC2=CC1)N1\C(\N[C@@](CC1=O)(CCCC=C)CC)=N\C(OC(C)(C)C)=O)O